5-(azetidin-3-ylamino)-6-fluoro-N-methylpyridineamide N1CC(C1)NC=1C=CC(=NC1F)C(=O)NC